ClC1=CC=C(C=C1)C(N1C[C@@H](N(C[C@H]1C)C=1C=2N=CN(C2N2C(N1)=NN=C2)C[C@H]2OCCC2)C)C2=CC=C(C=C2)Cl 4-((2S,5R)-4-(bis(4-chlorophenyl)methyl)-2,5-dimethylpiperazin-1-yl)-1-(((S)-tetrahydrofuran-2-yl)methyl)-1H-[1,2,4]triazolo[3,4-b]purine